5-(4-methylphenyl)sulfanylquinazoline CC1=CC=C(C=C1)SC1=C2C=NC=NC2=CC=C1